C(C)(C)(C)C1N(CCCC(C1)CC#N)C(=O)O tert-butyl-4-(cyanomethyl)azepan-1-carboxylic acid